iron-cobalt-strontium-lanthanum [La].[Sr].[Co].[Fe]